5-chloro-2-(2-fluoro-4-pyridinyl)-4-[(3S)-3-methylmorpholin-4-yl]-1H-pyrimidin-6-one ClC1=C(N=C(NC1=O)C1=CC(=NC=C1)F)N1[C@H](COCC1)C